C(C(C)C)C=1N(C2=C(C=NC(=C2)C2=NC(=NS2)C)N1)[C@H]1C[C@H](CCC1)N (1S,3R)-3-(2-isobutyl-6-(3-methyl-1,2,4-thiadiazol-5-yl)-1H-imidazo[4,5-c]pyridin-1-yl)cyclohexan-1-amine